FC(OC1=C(C=CC=C1)C1=CC=C(C=C1)C(=O)O)(F)F 2'-(trifluoromethoxy)-[1,1'-biphenyl]-4-carboxylic acid